1-[4-[(2,2,2-trifluoroacetyl)oxymethyl]cyclohexyl]pyrazole-4-carboxylic acid FC(C(=O)OCC1CCC(CC1)N1N=CC(=C1)C(=O)O)(F)F